BrC1=CC(=C(OC=2C(N(CNC2C(C)O)CC2=CC=C(C=C2)OC)=O)C(=C1)C)Cl 5-(4-bromo-2-chloro-6-methylphenoxy)-6-(1-hydroxyethyl)-3-(4-methoxybenzyl)-2,3-dihydropyrimidin-4(1H)-one